azabicyclo[5.1.0]octan N12CCCCCC2C1